C(C=C)(=O)N1C[C@H]2N(C(C=3C=4N(C=NC4C(=C(C3)F)C3=CC=C(C=4SC(=C(C43)C#N)N)F)CC2)=O)CC1 (S)-4-((S)-9-Acryloyl-2-fluoro-12-oxo-7,7a,8,9,10,11-hexahydro-6H,12H-4,5a,9,11a-tetraazabenzo[5,6]cycloocta[1,2,3-cd]inden-3-yl)-2-amino-7-fluorobenzo[b]thiophene-3-carbonitrile